FC=1C=C(NC2=NC=C(C(=N2)OC2=C(C=CC=C2)NC(C=C)=O)OC)C=CC1N1CCN(CC1)CCF N-(2-(2-(3-fluoro-4-(4-(2-fluoroethyl)piperazin-1-yl)anilino)-5-methoxypyrimidin-4-yloxy)phenyl)acrylamide